1-cyano-3,3-difluoro-N-[1-(5-fluoro-3-pyridyl)-2-oxo-2-(tetrahydropyran-4-ylamino)ethyl]-N-[4-(pentafluoro-λ6-sulfanyl)phenyl]pyrrolidine-2-carboxamide C(#N)N1C(C(CC1)(F)F)C(=O)N(C1=CC=C(C=C1)S(F)(F)(F)(F)F)C(C(NC1CCOCC1)=O)C=1C=NC=C(C1)F